(2-chloro-5-(2-(3-pyridinyl)ethynyl)-4-pyridinyl)-1-oxa-8-azaspiro[4.5]decane ClC1=NC=C(C(=C1)C1OC2(CC1)CCNCC2)C#CC=2C=NC=CC2